C(C)(=O)O.COC1=C2C(C=CC(C2=C(C=C1)OC)=NO)=NO 5,8-dimethoxy-1,4-naphthalenedione dioxime acetate